ClC1=CC(=C(C=C1)C1(OC2=C(O1)C=CC=C2C2=CC=C(CC1=NC3=C(N1CC1=CN=CO1)C=C(C=C3)C(=O)OC)C=C2)C)F methyl 2-(4-(2-(4-chloro-2-fluorophenyl)-2-methylbenzo[d][1,3]Dioxol-4-yl)benzyl)-1-(oxazol-5-ylmethyl)-1H-benzo[d]imidazole-6-carboxylate